Lithio 2-(4-bromo-2-fluorophenyl)-7-(4-methoxyphenyl)pyrazolo[1,5-a]pyrimidine-5-carboxylate BrC1=CC(=C(C=C1)C1=NN2C(N=C(C=C2C2=CC=C(C=C2)OC)C(=O)O[Li])=C1)F